2-(4-(6-(3,4-difluorobenzyloxy)pyridin-2-yl)-2-fluorobenzyl)-1-((tetrahydrofuran-2-yl)methyl)-1H-benzo[d]imidazole-6-carboxylic acid FC=1C=C(COC2=CC=CC(=N2)C2=CC(=C(CC3=NC4=C(N3CC3OCCC3)C=C(C=C4)C(=O)O)C=C2)F)C=CC1F